phenyl (4-chloro-2,6-dicyclopropyl phenyl)carbamate ClC1=CC(=C(C(=C1)C1CC1)NC(OC1=CC=CC=C1)=O)C1CC1